(S)-N-(6-(1-methyl-1H-imidazol-5-yl)isoquinolin-3-yl)-2-morpholinylpropanamide CN1C=NC=C1C=1C=C2C=C(N=CC2=CC1)NC([C@H](C)N1CCOCC1)=O